Ethyl (S)-2-((((3-fluorobenzyl)oxy)carbonyl)amino)-3-(cis-3-((5,6,7,8-tetrahydro-1,8-naphthyridin-2-yl)methyl)cyclobutane-1-carboxamido)propanoate FC=1C=C(COC(=O)N[C@H](C(=O)OCC)CNC(=O)[C@@H]2C[C@@H](C2)CC2=NC=3NCCCC3C=C2)C=CC1